COC1=C(C=CC=C1)C1=NC=CC(=N1)CO (2-(2-methoxyphenyl)pyrimidin-4-yl)methanol